(S,S)-3,3'-bis(3,5-diethylphenyl)-[1,1'-binaphthyl] C(C)C=1C=C(C=C(C1)CC)C=1C=C(C2=CC=CC=C2C1)C1=CC(=CC2=CC=CC=C12)C1=CC(=CC(=C1)CC)CC